3-(4-butoxyphenyl)benzene C(CCC)OC1=CC=C(C=C1)C=1C=CC=CC1